fluorine methyl benzoate C(C1=CC=CC=C1)(=O)OC.[F]